CC1=C(OC2=C(C=C(C=C2C1=O)C)[C@@H](C)NC=1C(=NC=CC1)C(=O)N[C@H]1COCC1)C1=CC=CC=C1 3-[[(1R)-1-(3,6-Dimethyl-4-oxo-2-phenyl-chromen-8-yl)ethyl]amino]-N-[(3R)-tetrahydrofuran-3-yl]pyridine-2-carboxamide